C(C)(C)(C)OC(=O)N1[C@H](CN(CC1)C=1C=NC(=CC1)F)C.FC1(OC2=C(O1)C=CC(=C2)/C=C/C(=O)N2CCN(CC2)C(C2=CC(=NC=C2)C2COC2)=O)F (E)-3-(2,2-difluorobenzo[d][1,3]dioxol-5-yl)-1-(4-(2-(oxetan-3-yl)isonicotinoyl)piperazin-1-yl)prop-2-en-1-one tert-butyl-(S)-4-(6-fluoropyridin-3-yl)-2-methylpiperazine-1-carboxylate